C(C)(C)(C)OC(=O)N1CCC(CC1)COC1=CC(=CC=2CCOC21)C(CC(=O)OC)C2CC2 4-((5-(1-cyclopropyl-3-methoxy-3-oxopropyl)-2,3-dihydrobenzofuran-7-yloxy)methyl)piperidine-1-carboxylic acid tert-butyl ester